(6Ar,10aR)-3-(6-azidohex-2-ynyl)-6,6,9-trimethyl-6a,7,8,10a-tetrahydrobenzo[c]chromen-1-ol N(=[N+]=[N-])CCCC#CCC=1C=C(C=2[C@H]3[C@H](C(OC2C1)(C)C)CCC(=C3)C)O